2-(3-methoxy-5-((R or S)-1-(((R)-phenyl((R)-1,2,3,4-tetrahydropyrido[2,3-b]pyrazin-3-yl)methyl)amino)propan-2-yl)phenyl)acetic acid COC=1C=C(C=C(C1)[C@H](CN[C@@H]([C@H]1CNC2=C(N1)N=CC=C2)C2=CC=CC=C2)C)CC(=O)O |o1:8|